FC=1C=C(N2N=C(N=CC21)N[C@H]2[C@@H](COCC2)O)C#N 5-fluoro-2-(((3S,4R)-3-hydroxytetrahydro-2H-pyran-4-yl)amino)pyrrolo[2,1-f][1,2,4]triazine-7-carbonitrile